N1(CCOCC1)C[B-](F)(F)F.[K+] Potassium (morpholin-4-yl)methyltrifluoroborate